copper Isocyanotetrafluorophenolate [N+](#[C-])C1=C(C(=C(C(=C1[O-])F)F)F)F.[Cu+2].[N+](#[C-])C1=C(C(=C(C(=C1[O-])F)F)F)F